2-bromo-1,3-difluoro-5-(trideuteriomethoxy)benzene BrC1=C(C=C(C=C1F)OC([2H])([2H])[2H])F